C(C1=CC=CC=C1)OC1=C(C=C(C=C1OC)Br)CCl 2-(benzyloxy)-5-bromo-1-(chloromethyl)-3-methoxybenzene